C(C)(C)(C)OC(=O)N1CCC(CC1)(F)C(CC)(O)C1=C(C(=C(C(=O)O)C=C1)C(C1=CC=C(C=C1)Cl)=O)F (1-(1-(tert-butoxycarbonyl)-4-fluoropiperidin-4-yl)-1-hydroxypropyl)-2-(4-chlorobenzoyl)-3-fluorobenzoic acid